8-oxa-2-azaspiro[4.5]decan-1-one C1(NCCC12CCOCC2)=O